1,3-dimethyl-1H-pyrazolo[3,4-b]pyridine-6-carboxylic acid CN1N=C(C=2C1=NC(=CC2)C(=O)O)C